O=S1(CC(C=C1)NC(=O)C=1C(NC(=CC1)C#C)=O)=O N-(1,1-dioxido-2,3-dihydrothiophen-3-yl)-6-ethynyl-2-oxo-1,2-dihydropyridine-3-carboxamide